FC=1C=CC2=C(C(C(C=3C(N(N(C23)C2=CC=CC=C2)C)=O)=O)=O)C1 7-Fluoro-2-methyl-1-phenyl-1H-benzo[g]indazol-3,4,5(2H)-trion